3-(6-Amino-5-(2-(N-methylbut-2-ynamido)propoxy)pyrimidin-4-yl)-5-fluoro-2-methylphenyl-4-cyclopropyl-2-fluorobenzamide NC1=C(C(=NC=N1)C=1C(=C(C=C(C1)F)C=1C(=C(C(=O)N)C=CC1C1CC1)F)C)OCC(C)N(C(C#CC)=O)C